C(CCCCC)C(C(=O)OCC(COC(C(CCCCCCCC)CCCCCC)=O)N1CCC2(CN(C2)CCCCO)CC1)CCCCCCCC 2-(2-(4-hydroxybutyl)-2,7-diazaspiro[3.5]nonan-7-yl)propane-1,3-diyl bis(2-hexyldecanoate)